CC=1N=C2N(N=C(C=C2C)C2=CC(=C3C=C(N=NC3=C2)C2CCN(CC2)CCN(C)C)F)C1 2-{4-[7-(2,8-dimethylimidazo[1,2-b]pyridazin-6-yl)-5-fluorocinnolin-3-yl]piperidin-1-yl}-N,N-dimethylethan-1-amine